BrC1=C(C=C(C(=C1)OC)\C=C(/CC)\[N+](=O)[O-])Cl (E)-1-bromo-2-chloro-5-methoxy-4-(2-nitrobut-1-en-1-yl)benzene